(±)-3-(3,5-dichlorophenyl)-3-(1-(3-(5,6,7,8-tetrahydro-1,8-naphthyridin-2-yl)propyl)-1H-pyrazol-4-yl)propionic acid ClC=1C=C(C=C(C1)Cl)[C@@H](CC(=O)O)C=1C=NN(C1)CCCC1=NC=2NCCCC2C=C1 |r|